FC1([C@@H]([C@@H](N(C1)C(C(C)(C)O)=O)CC=1C=C(C=CC1)C1=CC(=CC=C1)C)NS(=O)(=O)CC)F N-{(2S,3R)-4,4-difluoro-1-(2-hydroxy-2-methylpropanoyl)-2-[(3'-methyl[1,1'-biphenyl]-3-yl)methyl]pyrrolidin-3-yl}ethanesulfonamide